C(C)P(CC)(CC)[Pd](P(CC)(CC)CC)(Cl)Cl bis(triethylphosphino)palladium dichloride